BrCC(CN(C(C)=O)C=1C(=C(C(=C(C(=O)NCC(CO)O)C1I)I)C(=O)NCC(CO)O)I)O 5-(N-(3-bromo-2-hydroxypropyl)-acetamido)-N1,N3-bis(2,3-dihydroxypropyl)-2,4,6-triiodo-isophthalamide